N1(N=CC=C1)CC1=CC2=C(C(=NO2)NS(=O)(=O)C2=C(C(=CC=C2OC)Br)OC)C2=C1CCO2 N-(4-((1H-Pyrazol-1-yl)methyl)-2,3-dihydrobenzofuro[7,6-d]isoxazol-8-yl)-3-bromo-2,6-dimethoxybenzenesulfonamide